(3R)-3-[(pyridin-2-yl)-amino]pentanoic acid N1=C(C=CC=C1)N[C@@H](CC(=O)O)CC